(1,1'-biphenyl)-3-amine C1(=CC(=CC=C1)N)C1=CC=CC=C1